3-(5-((4-(2,3-dichlorophenyl)piperazin-1-yl)methyl)-4-fluoro-1-oxoisoindolin-2-yl)piperidine-2,6-dione ClC1=C(C=CC=C1Cl)N1CCN(CC1)CC=1C(=C2CN(C(C2=CC1)=O)C1C(NC(CC1)=O)=O)F